1-ethyl-3-isobutylimidazolium C(C)N1C=[N+](C=C1)CC(C)C